Cl.Cl.Cl.C([C@@H](O)[C@@H](O)[C@H](O)[C@H](O)CO)O mannitol-Tris-HCl